N(C1=CC=CC=C1)C1=NC=CC(=N1)C1=CC(NC(=C1)N1C(COCC1)C(F)(F)F)=O 4-(2-anilinopyrimidin-4-yl)-6-[3-(trifluoromethyl)morpholin-4-yl]-1H-pyridin-2-one